C(C)(C)(C)OC(=O)N=C(N1CC(CCCC1)C1=NC(=NO1)C1=CC=C(C=C1)CCCCCCCCCC)NC(OC(C)(C)C)=O tert-butyl (((tert-butoxycarbonyl)imino)(3-(3-(4-decylphenyl)-1,2,4-oxadiazol-5-yl)azepan-1-yl)methyl)carbamate